tin cyclohexanebutyrate C1(CCCCC1)CCCC(=O)[O-].[Sn+4].C1(CCCCC1)CCCC(=O)[O-].C1(CCCCC1)CCCC(=O)[O-].C1(CCCCC1)CCCC(=O)[O-]